(2e)-2-amino-N-[4-bromo-3-chloro-2-(2,6-difluorobenzoyl)phenyl]-3-methoxy-propanamide NC(C(=O)NC1=C(C(=C(C=C1)Br)Cl)C(C1=C(C=CC=C1F)F)=O)COC